N-(4-(4-amino-5-(3-(dimethylamino)-4-(pyrimidin-2-yloxy)phenyl)-7-methyl-7H-pyrrolo[2,3-d]pyrimidin-6-yl)phenyl)acrylamide NC=1C2=C(N=CN1)N(C(=C2C2=CC(=C(C=C2)OC2=NC=CC=N2)N(C)C)C2=CC=C(C=C2)NC(C=C)=O)C